N,N-dimethyl-tetradecylammonium citrate C(CC(O)(C(=O)[O-])CC(=O)[O-])(=O)[O-].C[NH+](C)CCCCCCCCCCCCCC.C[NH+](C)CCCCCCCCCCCCCC.C[NH+](C)CCCCCCCCCCCCCC